9,9-dichlorofluorene ClC1(C2=CC=CC=C2C=2C=CC=CC12)Cl